FC1=CC=C(C=N1)C=1C=C2C(=C(C=NC2=CC1)C(=O)NCCC(C)(C)O)NC(C)C 6-(6-fluoropyridin-3-yl)-N-(3-hydroxy-3-methylbutyl)-4-(isopropylamino)quinoline-3-carboxamide